2-(2-fluoro-4-nitrophenyl)ethane-1-amine FC1=C(C=CC(=C1)[N+](=O)[O-])CCN